COC1=C(C=CC(=C1)C2=CC(=C(C=C2)N=C=O)OC)N=C=O DIANISIDINE DIISOCYANATE